4-(1,5-dimethyl-6-oxo-1,6-dihydro-pyridin-3-yl)-2-ethyl-6-methoxy-benzonitrile CN1C=C(C=C(C1=O)C)C1=CC(=C(C#N)C(=C1)OC)CC